ClC=1C(=NC(=NC1)NC1CCOCC1)C1=CC=C2CN(C(C2=C1)=O)CC(=O)NCC1=C(C=CC=C1)OC 2-(6-{5-chloro-2-[(oxacyclohex-4-yl)amino]pyrimidin-4-yl}-1-oxo-2,3-dihydro-1H-isoindol-2-yl)-N-[(2-methoxyphenyl)methyl]acetamide